C(C)N[C@H](CC1=CC=CC=C1)[C@@H]1OCCC1 (1R)-N-ethyl-1-[(2R)-oxolan-2-yl]-2-phenylethanamine